[O-2].[Zr+4].[Be+2].[O-2].[O-2] beryllium-zirconium oxide